COC1=CC2=C(N=C(S2)C=2C=CC(=NC2)N2C[C@H]([C@@H](CC2)O)O)C=C1 (3R,4R)-1-[5-(6-Methoxy-1,3-benzothiazol-2-yl)pyridin-2-yl]piperidine-3,4-diol